O=S1(NSCCC2=C1C=CC=C2)=O 1,1-Dioxo-4,5-dihydro-2H-benzo[d][1,3,2]dithiazepine